Cl.O=C1NC2=CC=CC=C2C(=C1)N1CC(CCC1)CNS(=O)(=O)N N-((1-(2-oxo-1,2-dihydroquinolin-4-yl)piperidin-3-yl)methyl)sulfamide hydrochloride